2-(7-Chloroimidazo[1,2-a]pyridine-2-carbonyl)-N-(thiophen-2-ylmethyl)hydrazine-1-carbothioamide ClC1=CC=2N(C=C1)C=C(N2)C(=O)NNC(NCC=2SC=CC2)=S